FC=1C=C(C[C@H](N)C(=O)O)C=CC1 3-fluoro-phenylalanine